3-methyl-9-oxo-7-(pyridin-2-ylmethyl)-2,4-bis(thiazol-4-yl)-3,7-diazabicyclo[3.3.1]Nonane-1,5-dicarboxylic acid dimethyl ester COC(=O)C12C(N(C(C(CN(C1)CC1=NC=CC=C1)(C2=O)C(=O)OC)C=2N=CSC2)C)C=2N=CSC2